OCCC(CCCCCCCCCCCCCCCCCCC(=O)O)CCCCCCCCCCCCCCCCCC(=O)O hydroxyethyl-ethylenebis(stearic acid)